4-chloro-1-(phenylsulfonyl)-5-(trifluoromethyl)-1H-pyrrolo[2,3-b]pyridin ClC1=C2C(=NC=C1C(F)(F)F)N(C=C2)S(=O)(=O)C2=CC=CC=C2